C[C@@H](C1=C(C=C[CH-]1)P(C2=CC=CC=C2)C3=CC=CC=C3)N(C)C.[CH-]1C=CC=C1P(C2=CC=CC=C2)C3=CC=CC=C3.[Fe+2] (S)-N,N-dimethyl-1-[(R)-1',2-bis(diphenylphosphino)ferrocenyl]ethylamine